C(C)(C)(C)OC(=O)N1CCN(CC1)C1=CC(=C(C(=C1)C(=O)O)C(=O)O)OC 5-[4-[(tert-butoxy)carbonyl]piperazin-1-yl]-3-methoxybenzene-1,2-dicarboxylic acid